2-hexyldecyl 3-(pyridin-2-yldisulfaneyl)propanoate N1=C(C=CC=C1)SSCCC(=O)OCC(CCCCCCCC)CCCCCC